COC=1C=2N(C=CC1)N=C(C2)[C@H]2N(CCC1=C2N=CN1)C(=O)C1=CN=CO1 (S)-(4-(4-methoxypyrazolo[1,5-a]pyridin-2-yl)-6,7-dihydro-1H-imidazo[4,5-c]pyridin-5(4H)-yl)(oxazol-5-yl)methanone